3-fluoro-2,2-dimethyl-2,3-dihydro-benzo[b]thiophen-1,1-dioxide FC1C2=C(S(C1(C)C)(=O)=O)C=CC=C2